C(CCCCCCCCC=C)(=O)C(CC)C1=CC=CC=C1 undecylenoyl-phenylpropane